NC1=NC=C(C(=N1)C1=C(N=C(S1)NC1CCCC1)C)F 5-(2-amino-5-fluoropyrimidin-4-yl)-N-cyclopentyl-4-methylthiazol-2-amine